ClC1=CC2=C(B(N(N=C2)C(=O)C2=C(C=CC=C2)OC)O)C=C1 (6-chloro-1-hydroxybenzo[d][1,2,3]-diazaborinin-2(1H)-yl)(2-methoxyphenyl)methanone